2-Oxo-N-[2-(piperazin-1-yl)ethyl]-1-[cis-4-[(3-methoxy-4-methylphenyl)carbamoyl]cyclohexyl]-2,3-dihydro-1H-1,3-benzodiazole-4-carboxamide O=C1NC2=C(N1[C@@H]1CC[C@@H](CC1)C(NC1=CC(=C(C=C1)C)OC)=O)C=CC=C2C(=O)NCCN2CCNCC2